COC1=CC=C(C=C1)CN(C=1C2=C(N=CN1)N(C=C2)[C@H]2[C@@H]([C@@H]([C@H](C2)C=CCCCNCCC2=CC=CC=C2)O)O)C (1R,2S,3R,5R)-3-(4-{[(4-methoxyphenyl)methyl](methyl)amino}pyrrolo[2,3-d]pyrimidin-7-yl)-5-{5-[(2-phenylethyl)amino]pent-1-en-1-yl}cyclopentane-1,2-diol